ethyl 4-((6-aminopyridin-3-yl)methyl)piperazine-1-carboxylate NC1=CC=C(C=N1)CN1CCN(CC1)C(=O)OCC